BrC=1C=2N(C=C(C1)C1CC1)C=C(N2)[C@@H](C)NC2=CC=C1C(=CC(=NC1=C2)[C@@H]2[C@H](C2)C2=NC=CC(=N2)C)N2CC1(COC1)C2 N-((R)-1-(8-bromo-6-cyclopropylimidazo[1,2-a]pyridin-2-yl)ethyl)-2-((1S,2S)-2-(4-methylpyrimidin-2-yl)cyclopropyl)-4-(2-oxa-6-azaspiro[3.3]heptan-6-yl)quinolin-7-amine